3-(4-(trifluoromethyl)phenyl)azetidine hydrochloride Cl.FC(C1=CC=C(C=C1)C1CNC1)(F)F